2-[4-(1H-pyrrolo[2,3-b]pyridin-4-yl)-1H-pyrazol-1-yl]benzonitrile N1C=CC=2C1=NC=CC2C=2C=NN(C2)C2=C(C#N)C=CC=C2